tert-butyl (5S)-5-{[8-carbamoyl-6-(4-methoxyphenyl)pyrido[3,2-d]pyrimidin-4-yl]amino}-3,3-difluoropiperidine-1-carboxylate C(N)(=O)C1=CC(=NC2=C1N=CN=C2N[C@H]2CC(CN(C2)C(=O)OC(C)(C)C)(F)F)C2=CC=C(C=C2)OC